(S)-N-(2-((S)-2,6-dioxopiperidin-3-yl)-1-oxoisoindolin-5-yl)-2-(methoxymethyl)indoline-1-carboxamide O=C1NC(CC[C@@H]1N1C(C2=CC=C(C=C2C1)NC(=O)N1[C@@H](CC2=CC=CC=C12)COC)=O)=O